The molecule is an anthocyanin cation consisting of malvidin having a beta-D-glucosyl residue attached at the 3-hydroxy position. It has a role as a metabolite. It is a beta-D-glucoside, an anthocyanin cation and an aromatic ether. It derives from a malvidin. It is a conjugate acid of a malvidin 3-O-beta-D-glucoside betaine. COC1=CC(=CC(=C1O)OC)C2=[O+]C3=CC(=CC(=C3C=C2O[C@H]4[C@@H]([C@H]([C@@H]([C@H](O4)CO)O)O)O)O)O